O=C1NC(CCC1C=1C=C(C(=O)O)C=CC1F)=O 3-(2,6-Dioxopiperidin-3-yl)-4-fluorobenzoic acid